BrC=1C=C(C=CC1F)NC(=NO)C1=NON=C1NCCCS(NN1CCCC1)(=O)=O N-(3-bromo-4-fluorophenyl)-N'-hydroxyl-4-((3-(pyrrolidin-1-ylsulfamoyl)-propyl)amino)-1,2,5-oxadiazol-3-formamidine